C(C)C(CCCCC)C=1C(=C(C(=O)O)C=CC1)C(CCCCC)CC.C(C)C(CC1=C(C(=O)O)C=CC=C1)CCCC.C(C)C(CC1=C(C(=O)O)C=CC=C1)CCCC di-(2-ethylhexyl benzoate) (di-(ethylhexyl) benzoate)